N1C=C(C2=CC=CC=C12)CC[C@@H]1NCCC=2C=C3C(=CC12)ONO3 (S)-5-(2-(1H-indol-3-yl)ethyl)-5,6,7,8-tetrahydro-[1,3]dioxazolo[4,5-g]isoquinoline